3-Deuterio-4-[[(2R,3R,4S,5R)-3-(3,4-difluoro-2-methoxyphenyl)-4,5-dimethyl-5-(trifluoromethyl)tetrahydrofuran-2-carbonyl]amino]pyridin-2-carboxamid [2H]C=1C(=NC=CC1NC(=O)[C@@H]1O[C@]([C@H]([C@@H]1C1=C(C(=C(C=C1)F)F)OC)C)(C(F)(F)F)C)C(=O)N